tert-Butyl 3-(7-bromo-5-(methylthio)benzo[d]oxazol-2-yl)-3,9-diazabicyclo[3.3.1]nonane-9-carboxylate BrC1=CC(=CC=2N=C(OC21)N2CC1CCCC(C2)N1C(=O)OC(C)(C)C)SC